1-(4-fluorophenyl)-N-(3-(imidazo[1,2-b]pyridazin-3-ylethynyl)-4-methylphenyl)-5-(methylsulfinyl)-1H-pyrazole-3-carboxamide FC1=CC=C(C=C1)N1N=C(C=C1S(=O)C)C(=O)NC1=CC(=C(C=C1)C)C#CC1=CN=C2N1N=CC=C2